N1(CCC1)CC1(CC1)NC(=O)C1(CC1)C1=CC=C(C=C1)C N-(1-(azetidin-1-ylmethyl)cyclopropyl)-1-(p-tolyl)cyclopropane-1-carboxamide